D-Phenylalanin N[C@H](CC1=CC=CC=C1)C(=O)O